1,7,13-tribromo-di-quinoxalino[2,3-a:2',3'-c]Phenazine BrC1=CC=CC2=NC3=C(C4=NC5=CC=CC(=C5N=C4C4=C3N=C3C(=CC=CC3=N4)Br)Br)N=C12